COC1=C(C=C2C=NC=NC2=C1)OC1CCNCC1 7-methoxy-6-(piperidin-4-yloxy)quinazoline